(1R)-[3-(trifluoromethoxy)phenyl]ethanamine hydrochloride Cl.FC(OC=1C=C(C=CC1)[C@@H](C)N)(F)F